N-methylsulfonyl-5-[3-(1,3,5-trimethylpyrazol-4-yl)pyrazolo[1,5-a]pyridin-5-yl]furan-3-carboxamide CS(=O)(=O)NC(=O)C1=COC(=C1)C1=CC=2N(C=C1)N=CC2C=2C(=NN(C2C)C)C